OC=1C=C(C=C2C(=CN(C(C12)=O)C1CNCC1)C)C=1C=CC=2N(N1)C=C(N2)C 8-hydroxy-4-methyl-6-{2-methylimidazo[1,2-b]pyridazin-6-yl}-2-(pyrrolidin-3-yl)isoquinolin-1-one